BrC=1C=C2C(=NN(C(C2=CC1)=O)CC(=O)NC1=NC=CC=N1)C(C)O 2-(6-bromo-4-(1-hydroxyethyl)-1-oxophthalazin-2(1H)-yl)-N-(pyrimidin-2-yl)acetamide